ClC1=C(CNC2=C(C=C(C=C2)OC(C)C)[N+](=O)[O-])C(=CC=C1C)F N-(2-chloro-6-fluoro-3-methylbenzyl)-4-isopropoxy-2-nitroaniline